9-(1-hydroxyethyl)-4,7-dimethylimidazo[1,2-a]quinazolin-5(4H)-one OC(C)C=1C=C(C=C2C(N(C=3N(C12)C=CN3)C)=O)C